ClC1=CC(=CS1)C1=CC=C(C=C1)C(C#N)(C)C 2-(4-(5-chlorothien-3-yl)phenyl)-2-methylpropanenitrile